C[C@@H]1CC[C@H](N(C1)C(=O)OC(C)(C)C)C1=CC=C(C=C1)NC1C(N(CC1)C)=O tert-butyl (2S,5R)-5-methyl-2-[4-[(1-methyl-2-oxo-pyrrolidin-3-yl)amino]phenyl]piperidine-1-carboxylate